CC1=CC(=NO1)CN1N=CC2=NC=C(C=C21)C2=CC(=CC=C2)C(F)(F)F 5-Methyl-3-[[6-[3-(trifluoromethyl)phenyl]pyrazolo[4,3-b]pyridin-1-yl]methyl]isoxazole